C1=C(C=CC2=CC=CC=C12)C1C2(COC2)CC1C1=CC=C(C=C1)C 5-(Naphthalen-2-yl)-6-(p-tolyl)-2-oxaspiro[3.3]heptane